COC1=CC2=C(C=C(O2)C=2N=C3SC(=NN3C2)OC)C(=C1)OCC=1N=C(SC1)C1(CCOCC1)N[S@](=O)C(C)(C)C (R)-N-(4-(4-(((6-methoxy-2-(2-methoxyimidazo[2,1-b][1,3,4]thiadiazol-6-yl)benzofuran-4-yl)oxy)methyl)thiazol-2-yl)tetrahydro-2H-pyran-4-yl)-2-methylpropane-2-sulfinamide